2-(4-((3S)-1-(4-(2,6-dioxopiperidin-3-yl)benzyl)piperidin-3-yl)phenyl)-2H-indazole-7-carboxamide O=C1NC(CCC1C1=CC=C(CN2C[C@@H](CCC2)C2=CC=C(C=C2)N2N=C3C(=CC=CC3=C2)C(=O)N)C=C1)=O